(1R,2R)-N-[7-chloro-6-[4-((3S,4S)-4-hydroxy-3-methyl-tetrahydrofuran-3-yl)piperazin-1-yl]-3-isoquinolinyl]-2-(2-isobutylpyrazol-3-yl)cyclopropanecarboxamide ClC1=C(C=C2C=C(N=CC2=C1)NC(=O)[C@H]1[C@@H](C1)C=1N(N=CC1)CC(C)C)N1CCN(CC1)[C@]1(COC[C@H]1O)C